4-[(R)-(1-phenyl-ethyl)amino]-6-({4-[N-(2-methoxy-ethyl)-N-methyl-amino]-1-oxo-2-buten-1-yl}amino)-7-cyclopropylmethoxy-quinazoline C1(=CC=CC=C1)[C@@H](C)NC1=NC=NC2=CC(=C(C=C12)NC(C=CCN(C)CCOC)=O)OCC1CC1